CC1N(CCNC1)C=1C=CC(=NC1)N 5-(2-methylpiperazin-1-yl)pyridin-2-amine